1,4-dipentylbenzene C(CCCC)C1=CC=C(C=C1)CCCCC